triethoxysilylpropyl-bis(diethylamino)methylethyl sulfide C(C)O[Si](OCC)(OCC)CCCC(C)(C(N(CC)CC)N(CC)CC)SC(C)(CCC[Si](OCC)(OCC)OCC)C(N(CC)CC)N(CC)CC